C1OCC(N2[C@@H]1CNCC2)=O (R)-hexahydropyrazino[2,1-c][1,4]oxazin-4(3H)-one